ClC=1N=C(C2=C(N1)N(N=N2)C[C@@H]2OCCC2)N2[C@H](CN([C@@H](C2)CC)C(CC(C)C)C2=CC=C(C=C2)Cl)C 5-Chloro-7-((2S,5R)-4-(1-(4-chlorophenyl)-3-methylbutyl)-5-ethyl-2-methylpiperazin-1-yl)-3-(((R)-tetrahydrofuran-2-yl)methyl)-3H-[1,2,3]triazolo[4,5-d]pyrimidine